CN1N=C(C=C1C(=O)N)C=1N=CSC1 methyl-3-(thiazol-4-yl)-1H-pyrazole-5-carboxamide